(R)-3-(benzylamino)piperidine-1-carboxylic acid tert-butyl ester C(C)(C)(C)OC(=O)N1C[C@@H](CCC1)NCC1=CC=CC=C1